C(N)(=O)C1=CN=C(C2=C1NC=1CCCCC21)C2=C1CCN(CC1=CC=C2)C(=O)OC(C)(C)C tert-butyl 5-(4-carbamoyl-6,7,8,9-tetrahydro-5H-pyrido[4,3-b]indol-1-yl)-3,4-dihydroisoquinoline-2(1H)-carboxylate